(2S)-2-((tert-butoxycarbonyl)amino)-3-hydroxybutanoic Acid C(C)(C)(C)OC(=O)N[C@H](C(=O)O)C(C)O